C(C(=C)C)(=O)OC1=CC=C(C=C1)N=NC1=CC=C(C=C1)S(=O)(=O)O 4-[(4-methacryloxy)phenylazo]benzenesulfonic acid